C(=O)O.N[C@@H](C(=O)NCCNC(C1=C(C=C(C=C1)NC=1C=2N(C=CN1)C(=CN2)C2=C(C(=C(C=C2)Cl)F)F)CC)=O)CCCNC(=N)N N-[2-[[(2R)-2-amino-5-guanidino-pentanoyl]amino]ethyl]-4-[[3-(4-chloro-2,3-difluorophenyl)imidazo[1,2-a]pyrazin-8-yl]amino]-2-ethylbenzamide formate